O=C1NC(CC[C@@H]1C=1C=CC(=NC1)N1CCC(CC1)C=O)=O |r| Racemic-1-(5-(2,6-dioxopiperidin-3-yl)pyridin-2-yl)piperidine-4-carbaldehyde